BrC1=C(C(=CC2=C1C[C@](O2)(C2=CC=CC=C2)C2CC(CN2S(=O)(=O)C(C)(C)C)O)F)Cl 5-((S)-4-bromo-5-chloro-6-fluoro-2-phenyl-2,3-dihydrobenzofuran-2-yl)-1-(tert-butylsulfonyl)pyrrolidin-3-ol